5-[(6-amino-3-methyl-2-oxo-benzimidazol-1-yl)methyl]-5-ethyl-3-methyl-oxazolidin-2-one NC=1C=CC2=C(N(C(N2C)=O)CC2(CN(C(O2)=O)C)CC)C1